1-[(2R,4R)-2-methyloxan-4-yl]-2-[(5-oxo-4,5-dihydro-1,3,4-oxadiazol-2-yl)methyl]-1H-imidazo[4,5-c]quinoline-8-carbonitrile C[C@H]1OCC[C@H](C1)N1C(=NC=2C=NC=3C=CC(=CC3C21)C#N)CC=2OC(NN2)=O